NC1=CC=CC(=N1)N1N=C2CN(CCC2=C1O)CC1=CC=CC=C1 2-(6-aminopyridin-2-yl)-6-benzyl-4,5,6,7-tetrahydro-2H-pyrazolo[3,4-c]pyridin-3-ol